Cl.C(C1=CC=CC=C1)N1C(N(SC1=O)CCCCN1CCN(CC1)C(=O)C1CC1)=O 4-benzyl-2-(4-(4-(cyclopropylcarbonyl)piperazin-1-yl)butyl)-1,2,4-thiadiazolidine-3,5-dione hydrochloride